C(CCCCC)OCOCCCC(CC(C)Br)C 6-bromo-4-methylheptyl hexyloxymethyl ether